CC(C(=O)NNC(C(=O)OCC)=O)(C)C1=CC=CC=C1 ethyl 2-(2-(2-methyl-2-phenylpropanoyl)hydrazineyl)-2-oxoacetate